N-((1r,4r)-4-((3-(4-(1H-pyrazol-4-yl)phenyl)-2-oxo-2,3-dihydro-1H-benzo[d]imidazol-1-yl)methyl)cyclohexyl)-5-chloro-2-methyl-nicotinamide N1N=CC(=C1)C1=CC=C(C=C1)N1C(N(C2=C1C=CC=C2)CC2CCC(CC2)NC(C2=C(N=CC(=C2)Cl)C)=O)=O